(1S,2S,3S,6R,7R)-N-[(1S)-1-cyano-2-[(3S)-2-oxopyrrolidin-3-yl]ethyl]-4-[(2S)-2-(2,2-dichloro-2-fluoroacetamido)-3,3-dimethylbutanoyl]-4-azatricyclo[5.2.1.0^{2,6}]decane-3-carboxamide C(#N)[C@H](C[C@H]1C(NCC1)=O)NC(=O)[C@@H]1[C@H]2[C@H]3CC[C@@H]([C@H]2CN1C([C@H](C(C)(C)C)NC(C(F)(Cl)Cl)=O)=O)C3